benzyl (3S)-3-methyl-4-[(2R,3R)-1-tert-butoxycarbonyl-2-methyl-azetidin-3-yl]piperazine-1-carboxylate C[C@H]1CN(CCN1[C@H]1[C@H](N(C1)C(=O)OC(C)(C)C)C)C(=O)OCC1=CC=CC=C1